C(C1=CC=CC=C1)N1CCC(CC1)CCNC(=O)N1[C@@H](CN(C[C@@H]1C)C1=CC(=C(C(=C1)F)C#N)F)C (2R,6S)-N-[2-(1-benzylpiperidin-4-yl)ethyl]-4-(4-cyano-3,5-difluorophenyl)-2,6-dimethylpiperazine-1-carboxamide